methyl 2,3,5,6-tetramethyl-α-D-galactofuranoside C[C@@]1([C@@H](OC)O[C@H]([C@@]1(O)C)[C@](O)(C(O)C)C)O